5,5'-oxybis(N-tetradecyl-2-cyano-3-hydroxypyridin-4-one) O(C=1C(C(=C(N(C1)CCCCCCCCCCCCCC)C#N)O)=O)C=1C(C(=C(N(C1)CCCCCCCCCCCCCC)C#N)O)=O